NC[C@@H]1C[C@H](NC1)C(=O)O (2S,4S)-4-(AMINOMETHYL)PYRROLIDINE-2-CARBOXYLIC ACID